1-(pyridin-3-yl)propan-1-amine N1=CC(=CC=C1)C(CC)N